ClC1=CC=C(C=C1)N1C(C(=C(C2=CC=C(N=C12)C(F)(F)F)O)C=1OC=CC1)=O 1-(4-Chlorophenyl)-3-(furan-2-yl)-4-hydroxy-7-(trifluoromethyl)-1,8-naphthyridin-2(1H)-one